C(C)NC(=O)C1CCC2=CC(=CC=C12)C1=NOC(=N1)CC N-Ethyl-5-(5-ethyl-1,2,4-oxadiazol-3-yl)-2,3-dihydro-1H-inden-1-carboxamid